CC[C@H](/C=C/[C@@H](C)[C@H]1CC[C@@H]2[C@@]1(CC[C@H]3[C@H]2CC=C4[C@@]3(CC[C@@H](C4)OC(=O)C)C)C)C(C)C The molecule is a steroid ester obtained by the formal condensation of the hydroxy group of phytosterol with acetic acid. It has been obtained from the mycelia of Cordyceps sinensis. It has a role as a fungal metabolite and a plant metabolite. It is a steroid ester and an acetate ester. It derives from a stigmasterol. It derives from a hydride of a stigmastane.